FC1=C(C#N)C=C(C=C1)N1C=C(C=2C(CCCC12)=O)S(=O)(=O)C fluoro-5-(3-(methylsulfonyl)-4-oxo-4,5,6,7-tetrahydro-1H-indol-1-yl)benzonitrile